1-(5-((5-chloro-4-(5-chloro-[1,1'-biphenyl]-3-yl)pyrimidin-2-yl)amino)pyridin-3-yl)pyrrolidin-2-one ClC=1C(=NC(=NC1)NC=1C=C(C=NC1)N1C(CCC1)=O)C=1C=C(C=C(C1)Cl)C1=CC=CC=C1